C(C)(C)(C)OC(=O)N[C@H](C(=O)OC)C(C(=C)C)(C)C methyl (S)-2-((tert-butoxycarbonyl)amino)-3,3,4-trimethylpent-4-enoate